ClC=1C(=NC=CC1C1=C(C(=CC=C1)C1=NC(=C(C=C1)CNC1CCN(CC1)C(COC)=O)OC)Cl)C1=CC(=C(CN2CC3(C2)CNC(C3)=O)C=C1)OC 2-(4-(3-Chloro-4-(2-chloro-3-(6-methoxy-5-(((1-(2-methoxyacetyl)piperidin-4-yl)amino)methyl)pyridin-2-yl)phenyl)pyridin-2-yl)-2-methoxybenzyl)-2,6-diazaspiro[3.4]octan-7-one